2-(2-chlorophenyl)-N-(3-sulfamoyl-4-(((tetrahydrofuran-3-yl)methoxy)methyl)phenyl)acetamide ClC1=C(C=CC=C1)CC(=O)NC1=CC(=C(C=C1)COCC1COCC1)S(N)(=O)=O